2-chloro-4-iodo-3-methyl-pyridine ClC1=NC=CC(=C1C)I